Methyl 2-((1H-pyrrolo[2,3-b]pyridin-5-yl)oxy)-4-(4-((4-bromo-4'-chloro-[1,1'-biphenyl]-2-yl)(hydroxy)methyl)piperidin-1-yl)benzoate N1C=CC=2C1=NC=C(C2)OC2=C(C(=O)OC)C=CC(=C2)N2CCC(CC2)C(O)C2=C(C=CC(=C2)Br)C2=CC=C(C=C2)Cl